N1=CN=C(C=C1)CNC=1N=CC2=C(N1)CNCC2 {[(pyrimidin-4-yl)methyl]amino}-5,6,7,8-tetrahydropyrido[3,4-d]pyrimidin